C(=O)O.[N+](=O)([O-])C1=C(C=CC=C1)N1C(=CC=C1)C=CC=NN\C(=N\[H])\N (E)-N-[1-(2-nitrophenyl)-1H-pyrrol-2-yl-allylidenamino]-guanidine formate salt